tert-butylpyrrolidin-3-amine C(C)(C)(C)N1CC(CC1)N